monosodium adipate C(CCCCC(=O)O)(=O)[O-].[Na+]